COC1=CC=C(C=C1)COC[C@@H](CC=1C2(C3=CC=CC=C3C1)CCC1(CC2)N(C(N(C1=O)C(=O)OC(C)(C)C)=O)C(=O)OC(C)(C)C)C di-tert-butyl (1'R,1''r)-2''-{(2R)-3-[(4-methoxyphenyl)methoxy]-2-methylpropyl}-2,5-dioxodispiro[imidazolidine-4,1'-cyclohexane-4',1''-indene]-1,3-dicarboxylate